(S)-2-(6-methoxynaphthalene-2-yl)propionic acid COC=1C=C2C=CC(=CC2=CC1)[C@@H](C(=O)O)C